CC1=CC(=NC(=N1)NC1=CC=C(C=C1)NC(CC1=CC=CC=C1)=O)N(C)CCOCCOCCOCCOCCC(=O)O 2-(6-methyl-2-((4-(2-phenylacetamido)phenyl)amino)pyrimidin-4-yl)-5,8,11,14-tetraoxa-2-azaheptadecan-17-oic acid